2-[4-[2-fluoro-4-[[(3S)-2,6-dioxo-3-piperidyl]amino]phenyl]-1-piperidyl]acetic acid FC1=C(C=CC(=C1)N[C@@H]1C(NC(CC1)=O)=O)C1CCN(CC1)CC(=O)O